2,2-dibromo-1,5-pentanediol BrC(CO)(CCCO)Br